2-{2-[(S)-amino(4,4-difluorocyclohexyl)methyl]-4-fluoro-1H-benzimidazol-5-yl}-1-(3,3-difluoroazetidin-1-yl)propan-1-one N[C@H](C1=NC2=C(N1)C=CC(=C2F)C(C(=O)N2CC(C2)(F)F)C)C2CCC(CC2)(F)F